C(C)[N+]1(CCN(CC1)C1=CC=CC=C1)CC N,N-diethyl-N'-phenyl-piperazinium